N[C@@H](CCC(=O)OC(C)(C)C)C(=O)N tert-butyl (4S)-4,5-diamino-5-oxopentanoate